O1[C@@H](COCC1)C1=NC(=NC=C1)C(=O)N 4-((R)-1,4-dioxan-2-yl)pyrimidine-2-carboxamide